2-((1r,4R)-4-((3-aminopropyl)(4-fluorophenyl)amino)cyclohexyl)-4-chloro-5-((((R)-tetrahydro-2H-pyran-3-yl)methyl)amino)pyridazin-3(2H)-one NCCCN(C1CCC(CC1)N1N=CC(=C(C1=O)Cl)NC[C@@H]1COCCC1)C1=CC=C(C=C1)F